BrC1=NN2C(NC(=CC2=O)C2=CC=C(C=C2)C2CCCCC2)=C1C#N 2-bromo-5-(4-cyclohexylphenyl)-7-oxo-4,7-dihydropyrazolo[1,5-a]pyrimidine-3-carbonitrile